3-((4-amino-7-(1H-pyrazol-5-yl)pyrrolo[1,2-a]quinoxalin-2-yl)methyl)oxazolidin-2-one NC=1C=2N(C3=CC=C(C=C3N1)C1=CC=NN1)C=C(C2)CN2C(OCC2)=O